(E)-N-(2-hydroxyethyl)-2-(1-(pyridine-2-yl)ethylidene)hydrazine-1-carbothioamide OCCNC(=S)N/N=C(\C)/C1=NC=CC=C1